CC1(CCC(CC1)OC1=CC=C2CCN(CC2=C1)C(C=C)=O)C 1-(7-((4,4-dimethylcyclohexyl)oxy)-3,4-dihydroisoquinolin-2(1H)-yl)prop-2-en-1-one